C(#N)C1=C(C=CC=C1)[C@H]([C@H](C(F)(F)F)C=1N(C(C(=C(N1)C(=O)NC=1C=NOC1)O)=O)C)C=1C=NN(C1)C 2-((2S,3S)-3-(2-cyanophenyl)-1,1,1-trifluoro-3-(1-methyl-1H-pyrazol-4-yl)propan-2-yl)-5-hydroxy-N-(isoxazol-4-yl)-1-methyl-6-oxo-1,6-dihydropyrimidine-4-carboxamide